C(#N)C1=CC=C(C=C1)[C@@H](CN[C@@H](C(=O)NC1=CC2=C(N(C(N2C)=C=O)C)C=C1)C1=CC=CC=C1)C (R)-2-(((S)-2-(4-cyanophenyl)propyl)amino)-N-(1,3-dimethyl-2-carbonyl-2,3-dihydro-1H-benzo[d]imidazol-5-yl)-2-phenylacetamide